C1(CC1)NCCN1C2=C(C(C3=CC(=CC=C13)F)=O)C1=CC3=C(C(N1C2)=O)COC([C@]3(O)CC)=O (S)-11-(2-(cyclopropylamino)ethyl)-4-ethyl-8-fluoro-4-hydroxy-1,12-dihydro-14H-pyrano[3',4':6,7]indolizino[2,1-b]quinoline-3,6,14(4H,11H)-trione